mercaptobenzoAt SC1=C(C(=O)[O-])C=CC=C1